triethyl-methyl-ammonium C(C)[N+](C)(CC)CC